C(C)N1C=NC2=C1N=NC=C2C2=CC(=C(C=C2)F)C2=C(C=1N(C=C2)C(=NN1)C(C)C)OC 7-Ethyl-4-(4-fluoro-3-(8-methoxy-3-isopropyl-[1,2,4]triazolo[4,3-a]pyridine-7-yl)phenyl)-7H-imidazo[4,5-c]Pyridazine